(R)-9-(3,6-dihydro-2H-pyran-4-yl)-1-methyl-4-((1-methyl-1H-pyrazol-4-yl)methyl)-N-(1-methylcyclopropyl)-5-oxo-1,2,4,5-tetrahydroimidazo[1,2-a]quinazoline-7-sulfonamide O1CCC(=CC1)C=1C=C(C=C2C(N(C=3N(C12)[C@@H](CN3)C)CC=3C=NN(C3)C)=O)S(=O)(=O)NC3(CC3)C